tert-butyl 3-(dibenzylamino)piperidine-1-carboxylate C(C1=CC=CC=C1)N(C1CN(CCC1)C(=O)OC(C)(C)C)CC1=CC=CC=C1